4-amino-3-Butoxybenzenesulfonic acid NC1=C(C=C(C=C1)S(=O)(=O)O)OCCCC